1-(2-propoxyethyl)piperidine C(CC)OCCN1CCCCC1